2-[(S)-1-Cyclopropylethyl]-5-{2-amino-3-[(cis-4-hydroxy-4-methylcyclohexylamino)carbonyl]-1,4,7a-triaza-5-indenyl}-7-(trifluoromethyl)-1-isoindolinone C1(CC1)[C@H](C)N1C(C2=C(C=C(C=C2C1)C1=NC2=C(C(=NN2C=C1)N)C(=O)NC1CCC(CC1)(C)O)C(F)(F)F)=O